N-methacryloxypropyl-amide C(C(=C)C)(=O)OCCC[NH-]